(S)-3-AMINO-3-METHYLPENTANOIC ACID N[C@](CC(=O)O)(CC)C